ClC1=C(C=CC(=C1)C1=NC(=NC(=N1)C1=CC(=CC=C1)C1=CC2=C(OC3=C2C=CC=C3)C=C1)C1=CC=CC=C1)C1=CC=CC=C1 2-(2-chloro-[1,1'-biphenyl]-4-yl)-4-(3-(dibenzo[b,d]furan-2-yl)phenyl)-6-phenyl-1,3,5-triazine